C1(CC1)C1=NN=C(S1)NC(=O)C1=NN2C(C(N(CC2)CC2=C(C=CC=C2)Cl)=O)=C1CC 5-(2-chlorobenzyl)-3-ethyl-4-oxo-4,5,6,7-tetrahydropyrazolo[1,5-a]pyrazine-2-carboxylic acid (5-cyclopropyl[1,3,4]thiadiazol-2-yl)amide